2,2-bis(3-fluoro-4-hydroxyphenyl)-1,1,1,3,3,3-hexafluoropropane FC=1C=C(C=CC1O)C(C(F)(F)F)(C(F)(F)F)C1=CC(=C(C=C1)O)F